COC1=CC=C(C(=O)Cl)C=C1 4-methoxybenzoyl chloride